C12CNCC(CC1)N2C(=O)N 3,8-diazabicyclo[3.2.1]octane-8-amide